tert-butyl N-[3-methyl-5-[[2-oxo-2-[2-(4-pyridyl)-1-piperidyl]acetyl]amino]-2-pyridyl]carbamate CC=1C(=NC=C(C1)NC(C(N1C(CCCC1)C1=CC=NC=C1)=O)=O)NC(OC(C)(C)C)=O